C(C)(C)(C)OC(=O)N[C@@H](CN([C@H](C(=O)OC)CCCC)CCCC)C methyl (2S)-2-[[(2R)-2-(tert-butoxycarbonylamino)propyl]-butyl-amino]hexanoate